N-(7'-(2-chloro-5-fluorophenyl)-2',9'-dioxo-1',7',8',9'-tetrahydro-2'H-spiro[cyclopropane-1,3'-[1,4]oxazino[3,2-e]isoindol]-6'-yl)-3-fluoro-5-(trifluoromethyl)benzamide ClC1=C(C=C(C=C1)F)C1NC(C2=C3C(=CC(=C12)NC(C1=CC(=CC(=C1)C(F)(F)F)F)=O)OC1(C(N3)=O)CC1)=O